7-METHYL-4-OXO-2-P-TOLYLAMINO-4H-PYRIDO(1,2-A)PYRIMIDINE-3-CARBALDEHYDE CC1=CC=C(C=C1)NC2=C(C(=O)N3C=C(C=CC3=N2)C)C=O